ClC1=CC=C(C=C1)C1C(=C(OC(=C1)C1=CC(=C(C(=C1)OC)OC)OC)C1SCCCS1)C=1C=CC2=C(C=CO2)C1 5-(4-(4-chlorophenyl)-2-(1,3-dithian-2-yl)-6-(3,4,5-trimethoxyphenyl)-4H-pyran-3-yl)benzofuran